C1(CCC1)CN1C(N(CC12CCC(CC2)(C2=CC=CC=C2)N(C)C)C=2C=NC(=NC2)C(=O)N)=O 5-[1-(cyclobutyl-methyl)-8-dimethylamino-2-oxo-8-phenyl-1,3-diazaspiro[4.5]decan-3-yl]-pyrimidine-2-carboxylic acid amide